FC1=C(C=CC(=C1)F)N1N=C(C=2C[C@@H]3[C@H](C12)C3)C(=O)N3CC(CC3)C3=CC=NC=C3 [(1aR,5aR)-2-(2,4-Difluoro-phenyl)-1a,2,5,5a-tetrahydro-1H-2,3-diaza-cyclopropa[a]pentalen-4-yl]-(3-pyridin-4-yl-pyrrolidin-1-yl)-methanone